BrC1=CC(=C2C(=CNC2=C1)CCNC(C)=O)O N-[2-(6-bromo-4-hydroxy-1H-indol-3-yl)ethyl]acetamide